[C].[P].[Ru] ruthenium phosphorus carbon